N-(4-(naphthalen-1-ylmethoxy)benzyl)pyrazin-2-amine C1(=CC=CC2=CC=CC=C12)COC1=CC=C(CNC2=NC=CN=C2)C=C1